NCCCCN(CCCNC([O-])=O)C N-{3-{(4-aminobutyl)(methyl)amino}propyl}-carbamate